FC([C@H](CNCC=1OC2=C(C1)C=CC(=C2)[N+](=O)[O-])N)(F)F (S)-3,3,3-trifluoro-N1-((6-nitrobenzofuran-2-yl)methyl)propane-1,2-diamine